FC=1C=2N(C=C(C1)C=1N=C3N(C(C1)=O)C=C(C=C3)N3CCN(CC3)C(C)C)C=C(N2)C 2-(8-fluoro-2-methylimidazo[1,2-a]pyridin-6-yl)-7-[4-(propan-2-yl)piperazin-1-yl]-4H-pyrido[1,2-a]pyrimidin-4-one